C1(=CC=CC=C1)/C(/CN1N=CN=N1)=N/O (Z)-1-phenyl-2-(2H-tetrazol-2-yl)ethanone oxime